NC=1C=C(C=CC1)N 3-aminophenylamine